C1(CC1)C(C)N1C(C=2C(=NC(=CC2C1)C1=C(N=C(S1)NC(C)=O)C)NCCOC)=O N-(5-(2-(1-cyclopropylethyl)-4-((2-methoxyethyl)amino)-3-oxo-2,3-dihydro-1H-pyrrolo[3,4-c]pyridin-6-yl)-4-methylthiazol-2-yl)acetamide